NC1=C2C(=NC=N1)N(N=C2I)[C@@H]2CC[C@H](CC2)N2N=CC(=C2)C(=O)OCC ethyl 1-((trans)-4-(4-amino-3-iodo-1H-pyrazolo[3,4-d]pyrimidin-1-yl) cyclohexyl)-1H-pyrazole-4-carboxylate